[SiH2]1C=CC=CC=CC=CC=CC=CC=CC=C1 silacycloheptadecine